COC(CN(CCC(C(=O)O)NC1=NC(=NC=C1)C1=CC=CC=C1)CCCCC1=NC=2NCCCC2C=C1)C 4-((2-methoxypropyl)(4-(5,6,7,8-tetrahydro-1,8-naphthyridin-2-yl)butyl)amino)-2-((2-phenylpyrimidin-4-yl)amino)butanoic acid